BrC1=NC=CC(=C1)N1C=CC=2C1=NC(=CC2)N 1-(2-bromo-pyridin-4-yl)-1H-pyrrolo[2,3-b]pyridin-6-amine